2-{2,6-difluoro-4-[(3S)-3-fluoropyrrolidine-1-sulfonyl]phenyl}-4-methyl-N-[2-(methylamino)ethyl]quinoline-7-carboxamide hydrochloride Cl.FC1=C(C(=CC(=C1)S(=O)(=O)N1C[C@H](CC1)F)F)C1=NC2=CC(=CC=C2C(=C1)C)C(=O)NCCNC